(13S,17S)-3-hydroxy-2-methoxy-13-methyl-7,8,9,11,12,13,14,15,16,17-decahydro-6H-cyclopenta[a]phenanthren-17-yl acetate C(C)(=O)O[C@H]1CCC2C3CCC=4C=C(C(=CC4C3CC[C@]12C)OC)O